6-chloro-1-(3,3-difluorocyclobutyl)-3-fluoro-1H-pyrazolo[3,4-b]pyridine ClC1=CC=C2C(=N1)N(N=C2F)C2CC(C2)(F)F